4-(bicyclo[1.1.1]pentan-1-ylamino)-2-((1r,4r)-4-hydroxycyclohexylamino)pyrimidine-5-carbonitrile C12(CC(C1)C2)NC2=NC(=NC=C2C#N)NC2CCC(CC2)O